(1S,1aS,6aR)-4-((3-(2-methyl-6-(4-(methylsulfonyl)piperazin-1-yl)pyridin-3-yl)benzyl)oxy)-1,1a,6,6a-tetrahydrocyclopropa[a]indene-1-carboxylic acid CC1=NC(=CC=C1C=1C=C(COC2=CC=3C[C@@H]4[C@H](C3C=C2)[C@H]4C(=O)O)C=CC1)N1CCN(CC1)S(=O)(=O)C